tert-butyl N-[(3R)-5-[(4-chlorophenyl)methyl]-8-fluoro-7-[(Z)-N'-hydroxycarbamimidoyl]-4-oxo-2,3-dihydro-1,5-benzothiazepin-3-yl]carbamate ClC1=CC=C(C=C1)CN1C([C@H](CSC2=C1C=C(C(=C2)F)/C(/N)=N/O)NC(OC(C)(C)C)=O)=O